ClC1=C(C=C2C=C(N=CC2=C1)NC(OC(C)(C)C)=O)N1CCNCC1 tert-butyl (7-chloro-6-(piperazin-1-yl)isoquinolin-3-yl)carbamate